COCC(=O)OC1=CC=CC=C1C o-cresol methoxyacetate